OP(O)(=O)OP(=O)(O)[O-] trihydrogen diphosphate